4-(3,6-dioxo-2,3-dihydro-1H-pyrazolo[4,3-c]pyridazin-5(6H)-yl)-3-fluoro-5-methoxybenzonitrile O=C1NNC=2C1=NN(C(C2)=O)C2=C(C=C(C#N)C=C2OC)F